COC(C)C1=CC=C(C=C1)C(CCCl)(C)C 3-(4-alpha-methoxyethylphenyl)-3-methyl-1-chlorobutane